ClC1=C(C=NN1C)S(=O)(=O)NC1=NC(=CC(=N1)C1=C(C=CC=C1)C(C)C)S(=O)(=O)C 5-Chloro-N-[4-(2-isopropylphenyl)-6-methylsulfonyl-pyrimidin-2-yl]-1-methyl-pyrazole-4-sulfonamide